(S)-2-(2,5-difluoro-4-(5-fluoro-6-((2-(methoxycarbonyl)isoindolin-5-yl)methoxy)pyridin-2-yl)benzyl)-4-fluoro-1-(oxetan-2-ylmethyl)-1H-benzo[d]imidazole-6-carboxylic acid FC1=C(CC2=NC3=C(N2C[C@H]2OCC2)C=C(C=C3F)C(=O)O)C=C(C(=C1)C1=NC(=C(C=C1)F)OCC=1C=C3CN(CC3=CC1)C(=O)OC)F